triazole gold hydrochloride Cl.[Au].N1N=NC=C1